R-(+)-2,2'-dioxopropyl-6,6'-diacetyl-1,1'-binaphthyl O=C(CC1=C(C2=CC=C(C=C2C=C1)C(C)=O)C=1C(CC=C2C=C(C=CC12)C(C)=O)=O)C